2-(6-[(3S)-3-methylmorpholin-4-yl]pyridin-3-yl)-N-[(3S)-2-oxo-5-phenyl-2,3-dihydro-1H-1,4-benzodiazepine-3-Yl]pyrazolo[1,5-a]pyrimidine-3-carboxamide C[C@@H]1N(CCOC1)C1=CC=C(C=N1)C1=NN2C(N=CC=C2)=C1C(=O)N[C@@H]1C(NC2=C(C(=N1)C1=CC=CC=C1)C=CC=C2)=O